O=C1N(CC2=C(C=CC=C12)OCCCCOC1=NC=C(C=C1)B1OC(C(O1)(C)C)(C)C)C1C(NC(CC1)=O)=O 3-(1-Oxo-4-(4-((5-(4,4,5,5-tetramethyl-1,3,2-dioxaborolan-2-yl)pyridin-2-yl)oxy)butoxy)isoindolin-2-yl)piperidine-2,6-dione